sodium hexamethyldisilazanediazonium C[Si](N([Si]([N+]#N)(C)C)C)(C)C.[Na+]